CN(S(=O)(=O)C1=C(C(=O)O)C(=C(C(=C1F)F)F)F)C (N,N-Dimethylsulfamoyl)-3,4,5,6-tetrafluorobenzoic acid